[Li].[Cr].[Fe] iron-chromium-lithium